ClC=1C=C(C2=C(OC3(CCCC3)OC2C)C1)C(=O)NCC=1C(NC(=CC1CCC)C)=O 7-chloro-4-methyl-N-((6-methyl-2-oxo-4-propyl-1,2-dihydropyridin-3-yl)methyl)spiro[benzo[d][1,3]dioxine-2,1'-cyclopentane]-5-carboxamide